3-[2-[[cis-2-(dimethylamino)cyclobutyl]methoxy]-8-fluoro-7-(3-hydroxy-1-naphthyl)quinazolin-4-yl]-3,8-diazabicyclo[3.2.1]octane-8-carboxylic acid tert-butyl ester C(C)(C)(C)OC(=O)N1C2CN(CC1CC2)C2=NC(=NC1=C(C(=CC=C21)C2=CC(=CC1=CC=CC=C21)O)F)OC[C@H]2[C@H](CC2)N(C)C